N7-[(2,4-difluorophenyl)methyl]-2-(methoxymethyl)pyrazolo[1,5-a]pyrimidine-3,7-dicarboxamide FC1=C(C=CC(=C1)F)CNC(=O)C1=CC=NC=2N1N=C(C2C(=O)N)COC